tert-butyl (4-((2-chloro-6-methylpyrimidin-4-yl)oxy)but-2-yn-1-yl)carbamate ClC1=NC(=CC(=N1)OCC#CCNC(OC(C)(C)C)=O)C